[Cu].[Pb] lead copper salt